C(CS)(=O)OCC(C)OC(CS)=O propylene glycol di(thioglycolate)